(S)-N-(amino(4-(2-hydroxypropan-2-yl)-5-methylthiophen-2-yl)(oxo)-λ6-sulfaneylidene)-2-(3-fluoro-2,6-diisopropylphenyl)acetamide N[S@@](=NC(CC1=C(C(=CC=C1C(C)C)F)C(C)C)=O)(=O)C=1SC(=C(C1)C(C)(C)O)C